2-(8-amino-N-(3-(dimethylamino)propyl)octanamido)ethane-1-sulfonic acid NCCCCCCCC(=O)N(CCCN(C)C)CCS(=O)(=O)O